C\C(=C/COC(\C(=C\C)\C)=O)\CCC=C(C)C (2E)-2-methyl-2-butenoic acid-(2E)-3,7-dimethyl-2,6-octadien-1-yl ester